C(C1CO1)C1(C(C(CCC1)(CN)CN)(CC1CO1)CC1CO1)CC1CO1 tetraglycidyl-bis(aminomethyl)cyclohexane